5-((Cyclopropylmethoxy)methyl)-4-(pyridin-2-yl)-N-(4-(trifluoromethyl)pyridin-2-yl)thiazol-2-amine C1(CC1)COCC1=C(N=C(S1)NC1=NC=CC(=C1)C(F)(F)F)C1=NC=CC=C1